4-Amino-1-(3-methylisoquinolin-5-yl)-7-bromo-2-oxo-1,2-dihydroquinoline-3-carboxylic acid methyl ester COC(=O)C=1C(N(C2=CC(=CC=C2C1N)Br)C1=C2C=C(N=CC2=CC=C1)C)=O